ethyl 2-({6-[(1,3-benzothiazol-2-yl) amino]-5-methylpyridazin-3-yl} (ethyl) amino)-1,3-thiazole-4-carboxylate S1C(=NC2=C1C=CC=C2)NC2=C(C=C(N=N2)N(C=2SC=C(N2)C(=O)OCC)CC)C